CCCCCCCCCC/C=C\CCCCCCCCCC(=O)O[C@H](COC(=O)CCCCCCC/C=C\CCCCCCCCC)COP(=O)(O)OC[C@H](CO)O 1-(9Z-nonadecenoyl)-2-(11Z-docosenoyl)-glycero-3-phospho-(1'-sn-glycerol)